germanium-indium-antimony-tellurium [Te].[Sb].[In].[Ge]